BrC=1C=C(C2=C(OC(O2)(F)F)C1)F 6-Bromo-2,2,4-trifluorobenzo[d][1,3]dioxole